C1(CCCC1)N1C(C=CC2=C1N=C(N=C2)NC2CCN(CC2)S(=O)(=O)C=2C=C(C=CC2)N2CCC(CC2)CN2CCN(CC2)C=2C=C1CNC(C1=CC2)=O)=O 5-(4-((1-(3-((4-((8-cyclopentyl-7-oxo-7,8-dihydropyrido[2,3-d]pyrimidin-2-yl)-amino)piperidin-1-yl)sulfonyl)phenyl)piperidin-4-yl)methyl)piperazin-1-yl)-1-oxoisoindolin